(2S)-5-(3-aminopyridin-2-yl)-2-{[(tert-butoxy)carbonyl]amino}pentanoic acid NC=1C(=NC=CC1)CCC[C@@H](C(=O)O)NC(=O)OC(C)(C)C